(R or S)-7-Amino-2-(1-cyclopropyl-2-hydroxy-2-methylpropyl)isoindolin-1-one NC=1C=CC=C2CN(C(C12)=O)[C@@H](C(C)(C)O)C1CC1 |o1:11|